bissilylamine [SiH3]N[SiH3]